O(C1=C(C(C(=O)[O-])=CC=C1)C(=O)[O-])C1=C(C(C(=O)OCC)=CC=C1)C(=O)[O-] Ethyl oxydiphthalate